C1(CC1)C=1N=NN(C1)[C@H](C(=O)N1[C@@H](C[C@H](C1)O)C(=O)NCC1=NN=C2N1C=C(C=C2)C(F)(F)F)C(C)(C)C (2S,4r)-1-[(2S)-2-(4-cyclopropyl-triazol-1-yl)-3,3-dimethyl-butyryl]-4-hydroxy-N-[[6-(trifluoromethyl)-[1,2,4]triazolo[4,3-a]pyridin-3-yl]methyl]pyrrolidine-2-carboxamide